FC(C(C(F)(F)F)(C(F)(F)F)OCC(COC1CC(NC(C1)(C)C)(C)C)(C)COC(C(F)(F)F)(C(F)(F)F)C(F)(F)F)(F)F 4-(3-((1,1,1,3,3,3-hexafluoro-2-(trifluoromethyl)propan-2-yl)oxy)-2-(((1,1,1,3,3,3-hexafluoro-2-(trifluoromethyl)propan-2-yl)oxy)methyl)-2-methylpropoxy)-2,2,6,6-tetramethylpiperidin